7-chloro-1-isopropyl-1H-[1,6]Naphthyridin-2-one ClC1=NC=C2C=CC(N(C2=C1)C(C)C)=O